5-Chloro-6-[(1S,4S)-5-methyl-2,5-diazabicyclo[2.2.1]heptan-2-yl]-N-[2-(3-methylpyridin-2-yl)-[1,3]thiazolo[5,4-c]pyridin-6-yl]pyridin-2-amine ClC=1C=CC(=NC1N1[C@@H]2CN([C@H](C1)C2)C)NC2=CC1=C(C=N2)SC(=N1)C1=NC=CC=C1C